C(C)(=O)NC(C(=O)NC1=CC=C(C=C1)C(F)(F)F)C1CCCC1 alpha-(acetylamino)-N-[4-(trifluoromethyl)phenyl]-cyclopentaneacetamide